The molecule is a N-acyl-4-hydroxy-15-methylhexadecasphinganine in which the acyl group has 20 carbons and 0 double bonds and is 2-hydroxylated. It derives from a 15-methylhexadecaphytosphingosine. CCCCCCCCCCCCCCCCCCC(C(=O)N[C@@H](CO)[C@@H]([C@@H](CCCCCCCCCCC(C)C)O)O)O